(2R)-1-(5-((3-fluorophenyl)ethynyl)-2,3-dihydro-1H-inden-1-yl)piperidine FC=1C=C(C=CC1)C#CC=1C=C2CCC(C2=CC1)N1CCCCC1